CC1=C(C#N)C=CC=C1 2-methylBenzonitrile